ClCC([C@H](C[C@H]1C(NCC1)=O)NC([C@H](CC(C)C)NC(=O)C=1NC2=CC=CC(=C2C1)OC)=O)=O N-((S)-1-(((S)-4-chloro-3-oxo-1-((S)-2-oxopyrrolidin-3-yl)butan-2-yl)amino)-4-methyl-1-oxopentan-2-yl)-4-methoxy-1H-indole-2-carboxamide